4-[3-(4,6-dichloro-2-methylpyridine-3-carbonyl)-2,4-dihydro-1,3-benzoxazin-8-yl]-5-fluoro-2-(3-oxa-8-azabicyclo[3.2.1]oct-8-yl)benzoic acid methyl ester COC(C1=C(C=C(C(=C1)F)C1=CC=CC=2CN(COC21)C(=O)C=2C(=NC(=CC2Cl)Cl)C)N2C1COCC2CC1)=O